(R,6S)-N-cyano-6-(dimethylamino)-N-((8-fluoro-1,2,3,5,6,7-hexahydro-s-indacen-4-yl)carbamoyl)-6,7-dihydro-5H-pyrazolo[5,1-b][1,3]oxazine-3-sulfonimidamide C(#N)N([S@](=O)(=N)C=1C=NN2C1OC[C@H](C2)N(C)C)C(NC2=C1CCCC1=C(C=1CCCC21)F)=O